N1(CCOCC1)C=1OC2=C(C(C1)=O)C=CC=C2C2=CC=C(C=C2)N 2-(4-morpholinyl)-8-(4-aminophenyl)-4H-1-benzopyran-4-one